((4,6-Dicyclopropylpyrimidin-5-yl)amino)-5-fluoro-6-(2-fluoro-6-methoxyphenyl)nicotinic acid C1(CC1)C1=NC=NC(=C1NC1=C(C(=O)O)C=C(C(=N1)C1=C(C=CC=C1OC)F)F)C1CC1